2-(6-(methylsulfonamido)pyrazin-2-yl)-N-(4-(pyridin-3-yl)phenyl)acetamide CS(=O)(=O)NC1=CN=CC(=N1)CC(=O)NC1=CC=C(C=C1)C=1C=NC=CC1